tert-Butyl 2-bromo-6-cyclohexyl-pyridine-4-carboxylate BrC1=NC(=CC(=C1)C(=O)OC(C)(C)C)C1CCCCC1